COC(=O)N1CC=2C3=C(C=CC2CC1)N(C(=N3)N3CCC(CC3)C(=O)OC)[C@@H](CC3=CC=CC=C3)C methyl 1-[8-(methoxycarbonyl)-3-[(2R)-1-phenylpropan-2-yl]-3H,6H,7H,8H,9H-imidazo[4,5-h]isoquinolin-2-yl]piperidine-4-carboxylate